bromo-2-butoxyimidazo[2,1-f][1,2,4]triazin-4-amine BrC=1N=C2C(=NC(=NN2C1)OCCCC)N